ClC=1C=C2C(=CC1)NC(C21CCN(CC1)CCOC=1C=CC2=C(CCN(S2(=O)=O)C)C1)=O 6-(2-{5-chloro-2-oxo-1,2-dihydrospiro[indole-3,4'-piperidin]-1'-yl}ethoxy)-2-methyl-3,4-dihydro-2H-1lambda6,2-benzothiazine-1,1-dione